C(C)(=O)N1[C@H](CCC2=CC(=CC=C12)C1=CC=C(C(=O)NCC2=CC=3N=C(N=C(C3S2)N2CCOCC2)Cl)C=C1)C (S)-4-(1-Acetyl-2-methyl-1,2,3,4-tetrahydroquinolin-6-yl)-N-((2-chloro-4-morpholinothieno[3,2-d]pyrimidin-6-yl)methyl)benzamide